FC1=CC=2N(C=C1NC(=O)N1CCC=3C1=NC=CC3N3C[C@H](N([C@H](C3)C)C(=O)OC(C)(C)C)C)N=C(N2)C tert-butyl (2R,6S)-4-(1-((7-fluoro-2-methyl-[1,2,4]triazolo[1,5-a]pyridin-6-yl)carbamoyl)-2,3-dihydro-1H-pyrrolo[2,3-b]pyridin-4-yl)-2,6-dimethylpiperazine-1-carboxylate